NC1=CC(=NC(=N1)C1=CC2=C(C(=CC=C2C=C1)OC)NCC(=C)C#N)C(=O)NC1CCC(CC1)N(C)C 6-amino-2-{8-[(2-cyano-2-methylideneethyl)amino]-7-methoxynaphthalen-2-yl}-N-[(1r,4r)-4-(dimethylamino)cyclohexyl]pyrimidine-4-carboxamide